COC1=CC=C(C=C1)C(C1=CC=CC=C1)=O 4'-methoxy-benzophenone